N-(5-{[(1S,2S)-2-hydroxycyclohexyl]carbamoyl}-2-methylphenyl)-2-propyl-1,3-thiazole-5-carboxamide O[C@@H]1[C@H](CCCC1)NC(=O)C=1C=CC(=C(C1)NC(=O)C1=CN=C(S1)CCC)C